C(C)C1=NN(C2=C1C(NCC1(CCOCC1)C2)=O)C[C@H](COC(C2=CC=C(C=C2)C(=O)N2CCOCC2)=O)C 4-(morpholine-4-carbonyl)benzoic acid [(2R)-3-(3-ethyl-4-oxo-spiro[6,8-dihydro-5H-pyrazolo[4,3-c]azepin-7,4'-tetrahydropyran]-1-yl)-2-methyl-propyl] ester